NC1=NC=2C(=NC(=CC2)Cl)N1CC(CCCOC1=C(C=NN1C)C=1C=C(C(=O)O)C=C(N1)C)C 2-(5-((5-(2-amino-5-chloro-3H-imidazo[4,5-b]pyridin-3-yl)-4-methylpentyl)Oxy)-1-methyl-1H-pyrazol-4-yl)-6-methylisonicotinic acid